COC1=C(C=CC(=C1)OC)CNS(=O)(=N)N(C1CN(CCC1)C)C=1C=NN(C1)C N-[(2,4-Dimethoxyphenyl)methyl][(1-methyl-1H-pyrazol-4-yl)(1-methylpiperidin-3-yl)amino]sulfonoimidamide